COC(=O)C1=CC2=CN(N=C2C=C1OC(C)C)C1CCN(CC1)C(=O)OC1CCN(CC1)C(=O)OC(C)(C)C 2-[1-[(1-tert-butoxycarbonyl-4-piperidinyl)oxycarbonyl]-4-piperidinyl]-6-isopropoxy-indazole-5-carboxylic acid methyl ester